(E)-N-(3-chloro-5-(methylsulfonyl)phenyl)-5-(2-(2-(5-fluoropyridin-3-yl)vinyl)phenyl)-1-methyl-1H-pyrrole-3-carboxamide ClC=1C=C(C=C(C1)S(=O)(=O)C)NC(=O)C1=CN(C(=C1)C1=C(C=CC=C1)\C=C\C=1C=NC=C(C1)F)C